(2S,5R)-1-([1,1'-biphenyl]-4-carbonyl)-5-(pyridin-3-yl)pyrrolidine-2-carboxylic acid C1(=CC=C(C=C1)C(=O)N1[C@@H](CC[C@@H]1C=1C=NC=CC1)C(=O)O)C1=CC=CC=C1